C(C)(C)(C)N1N=CC(=C1C(=O)OCC)OC1=CC(=CC=C1)C ethyl 1-(tert-butyl)-4-(3-methylphenoxy)-1H-pyrazole-5-carboxylate